tert-butyl 6-[cyano (hydroxy) methyl]-3,4-dihydro-2H-1,4-benzoxazine-4-carboxylate C(#N)C(C=1C=CC2=C(N(CCO2)C(=O)OC(C)(C)C)C1)O